tert-Butyl 3-((4-methyl-3-((1-(3-(thiophen-2-yl)phenyl)cyclopropyl)carbamoyl)phenyl)amino)azetidine-1-carboxylate CC1=C(C=C(C=C1)NC1CN(C1)C(=O)OC(C)(C)C)C(NC1(CC1)C1=CC(=CC=C1)C=1SC=CC1)=O